butyl-α-ethyl-nonanoic acid C(CCC)C(C(=O)O)(CCCCCCC)CC